3-(4-((4-(4-amino-3-(4-phenoxyphenyl)-1H-pyrazolo[3,4-d]pyrimidin-1-yl)piperidin-1-yl)methyl)-6-fluoropyridin-2-yl)piperidine-2,6-dione NC1=C2C(=NC=N1)N(N=C2C2=CC=C(C=C2)OC2=CC=CC=C2)C2CCN(CC2)CC2=CC(=NC(=C2)F)C2C(NC(CC2)=O)=O